C(C)OC1=NN(C=C1NC1=NC=C(C(=N1)C1=CNC2=C(C=CC=C12)NC([C@@H](C)N1CCN(CC1)CCOC)=O)C)C (2R)-N-(3-{2-[(3-ethoxy-1-methyl-1H-pyrazol-4-yl)amino]-5-methylpyrimidin-4-yl}-1H-indol-7-yl)-2-[4-(2-methoxyethyl)piperazin-1-yl]propanamide